5-((2-(3-(5-chloro-6-oxo-1,6-dihydropyridazin-4-yl)propyl)-2-azaspiro[3.3]heptan-6-yl)(methyl)amino)-2,8-dimethylphthalazin-1(2H)-one ClC1=C(C=NNC1=O)CCCN1CC2(C1)CC(C2)N(C2=C1C=NN(C(C1=C(C=C2)C)=O)C)C